The molecule is a C4-dicarboxylate resuting from deprotonation of both carboxy groups of oxaloacetic acid. It has a role as a human metabolite and a Saccharomyces cerevisiae metabolite. It is a C4-dicarboxylate and an oxo dicarboxylic acid dianion. It derives from a succinate(2-). It is a conjugate base of an oxaloacetic acid. C(C(=O)C(=O)[O-])C(=O)[O-]